C(CCC)OC=1C=C(C=C(C1)C(F)(F)F)B(O)O 3-BUTOXY-5-TRIFLUOROMETHYLPHENYLBORONIC ACID